C(CCCCCCCCCCCCCCCCCCCCCCCCCCC)(=O)OCCCCCCCCCCCCCCCCCCCCCCCCCC hexacosyl montanate